C(N)(OCC1=CN=C(N=N1)SC)=O ((3-(methylthio)-1,2,4-triazine-6-yl) methyl) carbamate